FC1=C(C(=O)C=2C3=C(SC2NC(CNC(OC(C)(C)C)=O)=O)CCCCC3)C(=CC=C1)F tert-butyl (2-((3-(2,6-difluorobenzoyl)-5,6,7,8-tetrahydro-4H-cyclohepta[b]thiophen-2-yl)amino)-2-oxoethyl)carbamate